2-[3-methoxy-4-(3-piperidinopropoxy)phenylamino]-4-(5,6,7,8-tetrahydro-3-quinolylamino)pyrimidine COC=1C=C(C=CC1OCCCN1CCCCC1)NC1=NC=CC(=N1)NC=1C=NC=2CCCCC2C1